6-chloro-3-(2,3-dichlorophenyl)-2-(difluoromethyl)-3,4-dihydro-pyrimidin-4-one ClC1=CC(N(C(=N1)C(F)F)C1=C(C(=CC=C1)Cl)Cl)=O